tert-butyl (1R,5S)-3-[7-chloro-8-fluoro-2-[[1-(hydroxymethyl) cyclopropyl] methoxy] pyrido[4,3-d]pyrimidin-4-yl]-3,8-diazabicyclo[3.2.1]octane-8-carboxylate ClC1=C(C=2N=C(N=C(C2C=N1)N1C[C@H]2CC[C@@H](C1)N2C(=O)OC(C)(C)C)OCC2(CC2)CO)F